C(C)(=O)OC(COCCCC)C Propylene glycol butyl Ether acetate